ClC1=CC=C2C=CN=C(C2=C1)NC=1C=CC(=NC1)C(=O)NCC(N1CCCC1)C=1C=NC=CC1 5-((7-chloroisoquinolin-1-yl)amino)-N-(2-(pyridin-3-yl)-2-(pyrrolidin-1-yl)ethyl)pyridinecarboxamide